OC(C)(C)C=1NC(C=2SC(=C3OCCCC1C23)C2=CC=NC=C2)=O 5-(2-hydroxy-prop-2-yl)-1-(pyridin-4-yl)-4,6,7,8-tetrahydro-3H-9-oxa-2-thia-4-azabenzo[cd]azulen-3-one